C(C)(=O)N1CCC(CC1)(OC)C=1C(N(C2=NC=CC(=C2C1)Cl)C)=O 3-(1-Acetyl-4-methoxypiperidin-4-yl)-5-chloro-1-methyl-1,8-naphthyridin-2(1H)-one